CON1C(CCC1=O)=O Methoxypyrrolidine-2,5-dione